C1CC(NC1)C(=O)N D-(-)-Prolinamide